tert-butyl 4-((6-((5-fluoro-4-(4-fluoro-1-isopropyl-2-methyl-1H-benzo[d]imidazol-6-yl)pyrimidin-2-yl)amino)pyridin-3-yl)methyl)piperidine-1-carboxylate FC=1C(=NC(=NC1)NC1=CC=C(C=N1)CC1CCN(CC1)C(=O)OC(C)(C)C)C=1C=C(C2=C(N(C(=N2)C)C(C)C)C1)F